COC1=CC(=NC2=CC=C(C=C12)NC(=O)C1COC1)C1=CN=CS1 N-(4-methoxy-2-(thiazol-5-yl)quinolin-6-yl)oxetan-3-carboxamide